C1(=CC=C(C=C1)C1=NC(=NC(=N1)C1=CC=CC=2C1=[SiH]C=1C2C(C=CC1)(C1=CC=CC=C1)C1=CC=CC=C1)C1=CC=CC=C1)C1=CC=CC=C1 2-Biphenyl-4-yl-4-(9,9-diphenyl-9H-dibenzosilol-4-yl)-6-phenyl-[1,3,5]triazine